C(C)C1=NC(=NO1)C=1C=C2CC[C@H](C2=CC1)NC(=O)N1C[C@@H](CC1)O (R)-N-((R)-5-(5-ethyl-1,2,4-oxadiazol-3-yl)-2,3-dihydro-1H-inden-1-yl)-3-hydroxypyrrolidine-1-carboxamide